4-(4-methylpiperazine-1-yl)-7-nitro-3-oxo-2,1,3-benzoxadiazol-3-ium CN1CCN(CC1)C1=CC=C(C=2NO[N+](C21)=O)[N+](=O)[O-]